ClC=1C=NC=C(C1C1=NOC(=C1C=C1CC2(C1)CCN(CC2)C=2C=C1C(=CC(=NC1=CC2)C(=O)O)C(F)(F)F)C2CC2)C=C 6-(2-((3-(3-chloro-5-vinylpyridin-4-yl)-5-cyclopropylisoxazol-4-yl)methylene)-7-azaspiro[3.5]non-7-yl)-4-(trifluoromethyl)quinoline-2-carboxylic acid